CC1=NC2=CC(=CC(=C2C(=C1)C)C)C 2,4,5,7-tetramethylquinoline